2-Sulfanyl-benzene-1,3-dithiol SC1=C(C=CC=C1S)S